9,9-dioxo-1-oxa-9λ6-thia-4-azaspiro[5.5]undecan O=S1(CCC2(CNCCO2)CC1)=O